[[(1r,2ar,4ar,6as,6br)-1-vinyl-1,2,2a,4a,6a,6b-hexahydrocyclopenta[cd]pentalen-1-yl]oxy](trimethyl)-silane C(=C)[C@]1([C@@H]2[C@H]3[C@H](C=C[C@H]3C1)C=C2)O[Si](C)(C)C